6-bromo-1H-imidazo[4,5-b]Pyridine BrC=1C=C2C(=NC1)N=CN2